6-chloro-N-((1r,4r)-4-(4-cyano-3-methoxyphenoxy)cyclohexyl)pyridazine-3-carboxamide-3-d ClC=1C=CC(NN1)(C(=O)NC1CCC(CC1)OC1=CC(=C(C=C1)C#N)OC)[2H]